CC=1C=CC(=C(C1)O)C1=NN=C(C2=C(C=CC=C12)C)N[C@H]1CNCCC1 (R)-5-methyl-2-(5-methyl-4-(piperidin-3-ylamino)phthalazin-1-yl)phenol